4-hydroxybutyl methyl malonate C(CC(=O)OC)(=O)OCCCCO